OCCOC1=CC2=C(N=C(O2)NC2=NC3=C(N2C)C=CC(=C3)C(=O)NCCOC)C=C1 2-((6-(2-hydroxyethoxy)-benzo[d]oxazol-2-yl)-amino)-N-(2-methoxy-ethyl)-1-methyl-1H-benzo[d]imidazole-5-carboxamide